FC=1C(=NC(=NC1)NC=1C=CC(=NC1)C(=O)N1CCCCC1)C1=CN=C2N1C=C(C=C2)C2=CC=CC=C2 (5-((5-Fluoro-4-(6-phenylimidazo[1,2-a]pyridin-3-yl)pyrimidin-2-yl)amino)pyridin-2-yl)(piperidin-1-yl)methanone